2-ethyl-4-((3-iodoimidazo[1,2-a]pyrazin-8-yl)amino)-N-(piperidin-4-ylmethyl)benzamide C(C)C1=C(C(=O)NCC2CCNCC2)C=CC(=C1)NC=1C=2N(C=CN1)C(=CN2)I